tert-Butyl 3-[4-(trifluoromethyl)anilino]azetidine-1-carboxylate FC(C1=CC=C(NC2CN(C2)C(=O)OC(C)(C)C)C=C1)(F)F